γ-chloropropylmethyldichlorosilane ClCCC[Si](Cl)(Cl)C